[2H]COC1=C(C=C(C=N1)C1=CC=C2C(=NN(C2=C1)C)C(=O)N[2H])C(N[C@@H](C)C1=CC(=CC=C1)OC(F)(F)F)=O 6-[6-(deutero)methoxy-5-{[(1S)-1-[3-(trifluoromethoxy)phenyl]ethyl]-carbamoyl}pyridin-3-yl]-N-(deutero)-methyl-1H-indazole-3-carboxamide